OC1=C(C(=O)OC(C2=CC=CC=C2)=O)C=CC=C1 2-hydroxybenzoylbenzoate